1-(4-((4-((3S,4S)-4-(3,4-dihydroisoquinolin-2(1H)-yl)-3-hydroxypiperidine-1-carbonyl)-3-fluoropyridin-2-yl)amino)-3,3-difluoropiperidin-1-yl)ethan-1-one C1N(CCC2=CC=CC=C12)[C@@H]1[C@H](CN(CC1)C(=O)C1=C(C(=NC=C1)NC1C(CN(CC1)C(C)=O)(F)F)F)O